(3-methoxy-2-methylphenyl)methanone COC=1C(=C(C=CC1)C=O)C